2,5-Dithien-2-yl-terephthalic acid S1C(=CC=C1)C1=C(C(=O)O)C=C(C(=C1)C(=O)O)C=1SC=CC1